3,5-Di-Bromophenylalanine BrC=1C=C(C[C@H](N)C(=O)O)C=C(C1)Br